ClC1=C(C(=O)N(C)C)C=CC(=C1)OCCCCC1CCN(CC1)C([C@](C(F)(F)F)(C1=CC(=CC=C1)OC(C)C)O)=O |o1:24| (S or R)-2-chloro-N,N-dimethyl-4-(4-(1-(3,3,3-trifluoro-2-hydroxy-2-(3-isopropoxyphenyl)propanoyl)piperidin-4-yl)butoxy)benzamide